CN1N=C(C2=CC=C(C=C12)C=O)CNC1=CC=C(C=C1)OC(F)(F)F 1-methyl-3-[[4-(trifluoromethoxy)anilino]methyl]indazole-6-carbaldehyde